C1=CN(C(=O)N=C1N)[C@H]2[C@H]([C@@H]([C@H](O2)CO)O)C#N The molecule is a pyrimidine 2'-deoxyribonucleoside that is 2'-deoxycytidine having a cyano group in the 2'-position. It is the active metabolite of the anti-cancer drug, sapacitabine which is currently in clinical development for the treatment of hematologic malignancies and solid tumors. It has a role as an antineoplastic agent, a drug metabolite and a DNA synthesis inhibitor. It is a pyrimidine 2'-deoxyribonucleoside and a nitrile.